CC=1C(=C(C=CC1)CC(=O)O)C1CCC(CC1)OC(F)(F)F (3-methyl-2-((1r,4S)-4-(trifluoromethoxy)cyclohexyl)phenyl)acetic acid